FC1=C(C=C(C=C1)N1N=CC2=CC(=CC=C12)C1=CC=C(C=C1)NS(=O)(=O)C(C)C)OCOC N-(4-(1-(4-Fluoro-3-(methoxymethoxy)phenyl)-1H-indazol-5-yl)phenyl)propane-2-sulfonamide